[NH4+].C(CCCCCCC(C)C)S(=O)(=O)[O-] isodecylsulfonic acid ammonium salt